4-[(3R)-3-[(cyclopropylmethyl)amino]pyrrolidin-1-yl]-N-{8-fluoro-2-methylimidazo[1,2-a]pyridin-6-yl}-2-methylindazole-7-carboxamide C1(CC1)CN[C@H]1CN(CC1)C=1C2=CN(N=C2C(=CC1)C(=O)NC=1C=C(C=2N(C1)C=C(N2)C)F)C